N-(5-(4-chloro-3-fluoroquinolin-6-yl)-2-methoxypyridin-3-yl)-2,6-difluorobenzenesulfonamide ClC1=C(C=NC2=CC=C(C=C12)C=1C=C(C(=NC1)OC)NS(=O)(=O)C1=C(C=CC=C1F)F)F